C(=O)(O)C(O)C(O)C(=O)O.C(#N)C=1C(=CC(=NC1)C(=O)NC1CCN(CC1)C[C@@H](C=1C(=C2COC(C2=CC1)=C=O)C)O)OC (R)-5-cyano-N-(1-(2-hydroxy-2-(4-methyl-1-carbonyl-1,3-dihydroisobenzofuran-5-yl)ethyl)piperidin-4-yl)-4-methoxypyridinecarboxamide tartrate